(2R)-2-(4-chloro-6-oxo-pyridazin-1-yl)-N-[4-methyl-3-[3-(2-pyridyl)propylsulfonyl]phenyl]propanamide ClC=1C=NN(C(C1)=O)[C@@H](C(=O)NC1=CC(=C(C=C1)C)S(=O)(=O)CCCC1=NC=CC=C1)C